C1(=C(OC)C(=CC=C1)C1=C(C(=C(C=C1C(=O)OC/C=C(/CCC[C@@H](CCC[C@@H](CCCC(C)C)C)C)\C)O)O)O)OC phytol (veratrol-3-gallate)